Dimethyl (3R,8aR)-6-benzoyl-3-(5-nitro-1,3-dioxoisoindolin-2-yl)-2,3-dihydroindolizine-1,1(8aH)-dicarboxylate C(C1=CC=CC=C1)(=O)C1=CN2[C@@H](CC([C@H]2C=C1)(C(=O)OC)C(=O)OC)N1C(C2=CC=C(C=C2C1=O)[N+](=O)[O-])=O